FC(C=1C=C2C=NC(=NC2=C(C1)N1CC2(C1)CN(C2)S(=O)(=O)C)NC=2C=C1CN(CC1=CC2)C)F 6-(difluoromethyl)-N-(2-methylisoindolin-5-yl)-8-(6-(methylsulfonyl)-2,6-diazaspiro[3.3]heptan-2-yl)quinazolin-2-amine